BrC=1C(=NC=CC1)NC=NO N-(3-bromopyridin-2-yl)carboxamide oxime